CN1C(=NC2=C(C=CC=C2C1=O)[C@@H](C)NC1=C(C=CC=C1)S(=O)(=O)C)N1CCOCC1 3-methyl-8-[(1R)-1-(2-methylsulfonylanilino)ethyl]-2-morpholino-quinazolin-4-one